Pentantetracarboxylic acid C(C(CCC)C(=O)O)(C(=O)O)(C(=O)O)C(=O)O